3,4,6-trimethylnonane CC(CC)C(CC(CCC)C)C